6-Chloro-3-[(1R)-1-[3,6-dimethyl-2-(2-methyloxazol-5-yl)-4-oxo-chromen-8-yl]ethoxy]pyridine-2-carboxamide ClC1=CC=C(C(=N1)C(=O)N)O[C@H](C)C=1C=C(C=C2C(C(=C(OC12)C1=CN=C(O1)C)C)=O)C